IC1=C(N=NN1C)C 5-iodo-1,4-dimethyl-1H-1,2,3-triazole